FC(C1=CC=C(C=N1)OC1=C2C=CC=NC2=C(C=C1)CN)(F)F (5-[{6-(trifluoromethyl)pyridin-3-yl}oxy]quinolin-8-yl)methylamine